4-amino-1-D-ribofuranosyl-1,3,5-triazin-2(1H)-one NC1=NC(N(C=N1)C1[C@H](O)[C@H](O)[C@H](O1)CO)=O